C(C(C)C)OC1=CC=CC=C1 2-isobutoxybenzene